BrC1=CC(=C(C=N1)C1N(C(CC2=C3C(=CC=C12)N(N=C3)[C@@H]3OCCCC3)C)CC3(CC3)F)OC 6-(6-bromo-4-methoxy-3-pyridinyl)-7-[(1-fluorocyclopropyl)methyl]-8-methyl-3-[(2R)-tetrahydropyran-2-yl]-8,9-dihydro-6H-pyrazolo[4,3-f]isoquinoline